NC1=CC=CC(=N1)C(NC(=O)C1N(CC(C1)F)C(CC1=CN=NN1)=O)C1=CC(=C(C=C1)C(C)C)F N-[(6-aminopyridin-2-yl)[3-fluoro-4-(propan-2-yl)phenyl]methyl]-4-fluoro-1-[2-(1H-1,2,3-triazol-5-yl)acetyl]pyrrolidine-2-carboxamide